4-(4-chloro-1H-indol-2-yl)-5-hydroxy-N-methoxy-2-carbonyl-5-pentyl-2,5-dihydrofuran-3-carboxamide ClC1=C2C=C(NC2=CC=C1)C1=C(C(OC1(CCCCC)O)=C=O)C(=O)NOC